C(C)(C)(C)OC(=O)C1=CC=C(C=C1)[C@@H]1CN(CC[C@H]1CC1=C2C=CN(C2=C(C=C1C)C)C(=O)OC(C)(C)C)C tert-butyl 4-(((3R,4R)-3-(4-(tert-butoxycarbonyl) phenyl)-1-methylpiperidin-4-yl) methyl)-5,7-dimethyl-1H-indole-1-carboxylate